8'-bromo-7'-iodo-4'H-spiro[cyclobutane-1,3'-pyrrolo[1,2-a]pyrazin]-1'(2'H)-one BrC=1C(=CN2C1C(NC1(C2)CCC1)=O)I